tert-butyl (S)-4-((6-((5-fluoro-4-(5-fluoro-1-(trifluoromethyl)-2,3-dihydro-1H-benzo[d]pyrrolo[1,2-a]imidazol-7-yl)pyrimidin-2-yl)amino)-pyridin-3-yl)methyl)piperazine-1-carboxylate FC=1C(=NC(=NC1)NC1=CC=C(C=N1)CN1CCN(CC1)C(=O)OC(C)(C)C)C1=CC2=C(N=C3N2[C@@H](CC3)C(F)(F)F)C(=C1)F